BrC=1C=C2C=NN(C2=CC1)C1=CC(=C(C(=C1)OC)F)F 5-Bromo-1-(3,4-difluoro-5-methoxyphenyl)-1H-indazole